OC=1C=C(C=NC1)C#CC1=C(C=CC=C1)CN1CCN(CC1)C1=CC=C(C(=O)N)C=C1 4-[4-[[2-[2-(5-hydroxypyridin-3-yl)ethynyl]phenyl]methyl]piperazin-1-yl]benzamide